3-tert-Butyl-1-ethyl-4-hydroxy-5-methyl-pyrazol C(C)(C)(C)C1=NN(C(=C1O)C)CC